Ethyl-(5R)-2-[6-[(3S)-3-methoxypyrrolidin-1-yl]pyridin-3-yl]-5-methyl-6,7-dihydro-5H-pyrazolo[5,1-b][1,3]oxazine C(C)C=1C(=NN2C1O[C@@H](CC2)C)C=2C=NC(=CC2)N2C[C@H](CC2)OC